7-(isopentyloxy)-6-methoxyquinazolin C(CC(C)C)OC1=C(C=C2C=NC=NC2=C1)OC